COC(=O)C1CCC(CC1)N1C2=NC(=NC(=C2N=C1)Cl)I 4-(6-chloro-2-iodo-9H-purin-9-yl)cyclohexanecarboxylic acid methyl ester